COC1=C(C=CC=C1)C1OC1 2-(2-methoxyphenyl)oxirane